C(C1=CC=CC=C1)OC1CC(C1)OCC(COCCCO)(F)F 3-[3-(3-benzyloxycyclobutoxy)-2,2-difluoro-propoxy]propan-1-ol